(4S)-4-(tert-Butoxycarbonylamino)pentanoic acid C(C)(C)(C)OC(=O)N[C@H](CCC(=O)O)C